OC1(COC1)C1=CC=C(C=C1)NC(=O)C1CCN(CC1)CC1=CC=C(C=C1)C(F)(F)F N-(4-(3-hydroxyoxetan-3-yl)phenyl)-1-(4-(trifluoromethyl)benzyl)piperidine-4-carboxamide